COC=1C=C(CN(C=2C3=C(N=C(N2)N(CCOC)CCOC)C(=NC(=N3)N(CCOC)CCOC)N3CCC(CC3)OC)C)C=CC1 N4-(3-methoxybenzyl)-N2,N2,N6,N6-tetrakis(2-methoxyethyl)-8-(4-methoxypiperidin-1-yl)-N4-methylpyrimido[5,4-d]pyrimidine-2,4,6-triamine